3-[4-(7h-pyrrolo[2,3-d]pyrimidin-4-yl)-1h-pyrazol-1-yl]octane N1=CN=C(C2=C1NC=C2)C=2C=NN(C2)C(CC)CCCCC